[Pd].C(C)(C)(C)PC(C)(C)C.C(C)(C)(C)PC(C)(C)C r-bis(di-tert-butylphosphine) palladium